C1=CC=CC=2C3=CC=CC=C3C(C12)COC(=O)NCC(=O)NCC(=O)N[C@@H](CC1=CC=CC=C1)C(=O)O (((9H-fluorene-9-yl)methoxy)carbonyl)glycylglycyl-L-phenylalanine